6a,7,9,10-tetrahydro-12H-pyrazino[2,1-c]pyrido[2,3-f][1,4]oxazepine N1=CC=CC2=C1CN1C(CO2)CNCC1